FC1=C(C=CC(=C1)F)C1COCCCN1C1=NC(=NC(=C1)C)N 4-[3-(2,4-difluorophenyl)-1,4-oxazepan-4-yl]-6-methyl-pyrimidin-2-amine